OC=1C=C(C2=CC=CC=C2C1)C1C(CC=2C(=NC(=NC2C1)SC)N1[C@H](CN(C[C@@H]1C)C(=O)OC(C)(C)C)C)C tert-butyl (3S,5S)-4-[7-(3-hydroxy-1-naphthyl)-6-methyl-2-methylsulfanyl-5,6,7,8-tetrahydroquinazolin-4-yl]-3,5-dimethyl-piperazine-1-carboxylate